ClC=1C(=NC(=NC1)N(C1CCOCC1)CC1=C(C=C(C=C1)OC)OC)C1=CC=C2CN(C(C2=C1)=O)CC(=O)OCC ethyl 2-[6-(5-chloro-2-{[(2,4-dimethoxyphenyl)methyl](oxan-4-yl)amino}pyrimidin-4-yl)-1-oxo-2,3-dihydro-1H-isoindol-2-yl]acetate